(3S,4S,5R)-3-(3-Fluoro-2-methoxyphenyl)-4,5-dimethyl-5-(trifluoromethyl)dihydrofuran-2(3H)-one FC=1C(=C(C=CC1)[C@H]1C(O[C@]([C@H]1C)(C(F)(F)F)C)=O)OC